(4aR,8aS)-6-[3-[(2-Chlorophenoxy)methyl]pyrrolidine-1-carbonyl]-4,4a,5,7,8,8a-hexahydropyrido[4,3-b][1,4]oxazin-3-one ClC1=C(OCC2CN(CC2)C(=O)N2C[C@@H]3[C@@H](OCC(N3)=O)CC2)C=CC=C1